O=C1C(=CNC=C1C(=O)N)C=1C=NC=CC1 4-oxo-1,4-dihydro-[3,3'-bipyridine]-5-carboxamide